6-cyclopropyl-2-((2-(trifluoromethyl)phenyl)amino)nicotinonitrile C1(CC1)C1=NC(=C(C#N)C=C1)NC1=C(C=CC=C1)C(F)(F)F